CC1=C(C=CC=C1C)C(C)C=1N=CN(C1)C(=O)NCCOC(C=C)=O 2-({4-[1-(2,3-Dimethylphenyl)ethyl]-1H-imidazol-1-carbonyl}amino)ethyl-prop-2-enoat